C(#N)C1=CC(=C(COC2=CC(=CC(=N2)N2CCN(CC2)[C@@H](C)C2=NC3=C(N2C[C@H]2OCC2)C=C(C=C3)C(=O)[O-])COC)C=C1)F 2-((S)-1-(4-(6-((4-cyano-2-fluorobenzyl)oxy)-4-(methoxymethyl)pyridin-2-yl)piperazin-1-yl)ethyl)-1-(((S)-oxetan-2-yl)methyl)-1H-benzo[d]imidazole-6-carboxylate